(2S)-N-[(1S)-1-benzyl-2-[[(1R)-1-cyano-2-(6-methyl-2-oxo-1H-quinolin-3-yl)ethyl]amino]-2-oxo-ethyl]-N,3,3-trimethyl-2-[(2,2,2-trifluoroacetyl)amino]butanamide C(C1=CC=CC=C1)[C@@H](C(=O)N[C@H](CC=1C(NC2=CC=C(C=C2C1)C)=O)C#N)N(C([C@H](C(C)(C)C)NC(C(F)(F)F)=O)=O)C